(1r,3r)-3-(3-(difluoromethoxy)-4-fluorophenoxy)-N-((6-fluoroisoquinolin-5-yl)methyl)cyclobutane-1-amine hydrochloride Cl.FC(OC=1C=C(OC2CC(C2)NCC2=C3C=CN=CC3=CC=C2F)C=CC1F)F